N-(2-(1H-indol-3-yl)ethyl)-2-methylpropan-1-amine N1C=C(C2=CC=CC=C12)CCNCC(C)C